(4-(2-(2-aminopyridin-3-yl)-5,6-dimethyl-3H-imidazo[4,5-b]pyridin-3-yl)phenyl)methan-d2-ol NC1=NC=CC=C1C1=NC=2C(=NC(=C(C2)C)C)N1C1=CC=C(C=C1)C(O)([2H])[2H]